1-allyl-3-(difluoromethyl)quinoxalin-2(1H)-one C(C=C)N1C(C(=NC2=CC=CC=C12)C(F)F)=O